cobalt-nickel-chromium tungsten [W].[Cr].[Ni].[Co]